CC1(OB(OC1(C)C)C=1C=CC=C2CCC(C12)C#N)C 7-(4,4,5,5-tetramethyl-1,3,2-dioxaborolan-2-yl)-2,3-dihydro-1H-indene-1-carbonitrile